1-Oxa-4,9-diazaspiro[5.5]undecane O1CCNCC12CCNCC2